tert-butyl ((2-fluoro-4-methylphenyl)sulfonyl)-L-prolinate FC1=C(C=CC(=C1)C)S(=O)(=O)N1[C@@H](CCC1)C(=O)OC(C)(C)C